CC1(CC1)C(CC(=O)N)C=1C=NC=CC1 3-(1-methylcyclopropyl)-3-(pyridin-3-yl)propanamide